ClC1=C(C=C(C=C1)S(=O)(=O)NC=1C(=C(C(=CC1)F)C=1C=C2C=NC(=NC2=CC1)CC(C(=O)N)(C)C)F)C(F)(F)F (6-(3-(4-chloro-3-(trifluoromethyl)phenylsulfonamido)-2,6-difluorophenyl)quinazolin-2-yl)pivalamide